methyl 3-(4-cyano-2-fluoro-6-methyl-anilino)-3-oxo-propanoate C(#N)C1=CC(=C(NC(CC(=O)OC)=O)C(=C1)C)F